ClC1=C(C(=C(C(=C1)F)NC(OCC1=CC=CC=C1)=O)[N+](=O)[O-])C benzyl (4-chloro-6-fluoro-3-methyl-2-nitrophenyl)carbamate